COC=1C(=CC(=NC1)C)C1=C(C=NC(=C1)C)C(=O)O 4-(5-methoxy-2-methyl-4-pyridinyl)-6-methyl-pyridine-3-carboxylic acid